4-hydroxy-3-(5-(1-((2-(trimethylsilyl)ethoxy)methyl)-1H-tetrazol-5-yl)pyridin-3-yl)phenyl cyclopentylcarbamate C1(CCCC1)NC(OC1=CC(=C(C=C1)O)C=1C=NC=C(C1)C1=NN=NN1COCC[Si](C)(C)C)=O